FC(C1=CC2=C(SC(=C2)C(N[C@H](C(=O)N2[C@@H](CCC2)C(=O)N2CC(OCC2)(C)C2=CC=C(C=C2)F)C(C)(C)C)=O)C=C1)(F)P(O)(O)=O (difluoro(2-(((2S)-1-((2S)-2-(2-(4-fluorophenyl)-2-methylmorpholine-4-carbonyl)pyrrolidin-1-yl)-3,3-dimethyl-1-oxobutan-2-yl)carbamoyl)benzo[b]thiophen-5-yl)methyl)phosphonic acid